3-(N-ethyl-N-methylaminoethyl)-pyrrolo[2,3-b]pyridine C(C)N(C)CCC1=CNC2=NC=CC=C21